2-cyclopropylacetylacetylglycine ethyl ester C(C)OC(CN(C(C)=O)C(CC1CC1)=O)=O